nitroaniline methacrylate C(C(=C)C)(=O)O.[N+](=O)([O-])NC1=CC=CC=C1